methyl (4S,5S)-5-[(1R)-2-(benzyloxy)-1-[(diphenylmethylidene)amino]ethyl]-2,2-dimethyl-1,3-dioxolane-4-carboxylate C(C1=CC=CC=C1)OC[C@@H](N=C(C1=CC=CC=C1)C1=CC=CC=C1)[C@H]1[C@H](OC(O1)(C)C)C(=O)OC